(Z)-3-fluoro-4-(4-(3-fluorophenyl)-2-(trifluoromethyl)-1H-benzo[d]imidazol-1-yl)but-2-en-1-amine F\C(=C/CN)\CN1C(=NC2=C1C=CC=C2C2=CC(=CC=C2)F)C(F)(F)F